N=1NN=C(C1)C(=O)O 2H-1,2,3-triazole-4-carboxylic acid